vinyl-benzyl-bisphenol a C(=C)C=1C(=C(O)C=CC1C(C)(C)C1=CC=C(C=C1)O)CC1=CC=CC=C1